2-(3-(3,3-dimethylmorpholino)propyl)isoindoline-1,3-dione CC1(COCCN1CCCN1C(C2=CC=CC=C2C1=O)=O)C